FC=1C=C(C=C(C1)O)C1=CC=C(C=C1)CC=1C(=C(SC1C)C)C(=O)NC1CC2(CC(C2)C(=O)O)C1 6-(4-((3'-fluoro-5'-hydroxy-[1,1'-biphenyl]-4-yl)methyl)-2,5-dimethylthiophene-3-carboxamido)spiro[3.3]heptane-2-carboxylic acid